CN(CCOC=1C=C(C=O)C=CC1)C 3-[2-(dimethylamino)ethoxy]Benzaldehyde